anti-L-proline N1[C@@H](CCC1)C(=O)O